1-octyl-4-propylpiperidinium methanesulfonate CS(=O)(=O)[O-].C(CCCCCCC)[NH+]1CCC(CC1)CCC